C(C)OC1=CC=C(N)C=C1 para-ethoxyanilin